3-(1-hydroxyethyl)-5',6''-dimethyl-2H,2''H-[1,2':4',1''-terpyridine] OC(C)C=1CN(C=CC1)C1=NC=C(C(=C1)N1CC=CC=C1C)C